1,6-bis(3,4-dimethoxyphenyl)hexane-1,6-dione COC=1C=C(C=CC1OC)C(CCCCC(=O)C1=CC(=C(C=C1)OC)OC)=O